N-(5-Cyclopentyl-1H-pyrazol-3-yl)-2-[4-[(3-methylsulfonylpropylamino)methyl]-2-azabicyclo[2.1.1]hexan-2-yl]pyrimidin-4-amine C1(CCCC1)C1=CC(=NN1)NC1=NC(=NC=C1)N1C2CC(C1)(C2)CNCCCS(=O)(=O)C